e-valerolactone C1(CCCCO1)=O